C(CC)(=O)OOC([C@@H](C)CCC)(C)C (2S)-2-propyl-1,1-dimethylpropoxy propionate